5-methoxy-1,4-dihydro-3,1-benzothiazin-2-one COC1=CC=CC2=C1CSC(N2)=O